5,5-dimethyl-1-((2-((1-methylcyclopropyl)amino)pyridin-4-yl)methyl)-3-(4-(1-(trifluoromethyl)cyclopropyl)phenyl)imidazolidine-2,4-dione CC1(C(N(C(N1CC1=CC(=NC=C1)NC1(CC1)C)=O)C1=CC=C(C=C1)C1(CC1)C(F)(F)F)=O)C